3,6-dichloro-2-methoxy-benzoic acid ClC=1C(=C(C(=O)O)C(=CC1)Cl)OC